O=C1N(C(C2=CC=CC=C12)=O)CCN1C(CC(CC1)N1CCS(CC1)(=O)=O)C(=O)OC methyl 1-[2-(1,3-dioxoisoindolin-2-yl)ethyl]-4-(1,1-dioxo-1,4-thiazinan-4-yl)piperidine-2-carboxylate